3-acetyl-thiazolidine C(C)(=O)N1CSCC1